(3R,5S)-5-methylpyrrolidin-3-ol C[C@H]1C[C@H](CN1)O